C(C1=CC=CC=C1)C1=NN2C(N=C(C=C2O)CCC2=C(C=CC=C2)Cl)=C1 2-benzyl-5-(2-chlorophenethyl)pyrazolo[1,5-a]pyrimidin-7-ol